carboxymethoxythioxanthone C(=O)(O)COC1=CC=CC=2SC3=CC=CC=C3C(C12)=O